3,4-Dichloro-N-(4-((2,3-dihydro-1H-inden-5-yl)amino)-2-(naphthalen-2-yl)quinazolin-6-yl)benzamide ClC=1C=C(C(=O)NC=2C=C3C(=NC(=NC3=CC2)C2=CC3=CC=CC=C3C=C2)NC=2C=C3CCCC3=CC2)C=CC1Cl